tert-butyl 3',7'-dihydroxy-3-oxo-3H-dispiro[isobenzofuran-1,10'-dibenzo[b,e]siline-5',1''-silinane]-5-carboxylate OC=1C=CC2=C(C1)[Si]1(CCCCC1)C1=C(C23OC(C2=CC(=CC=C23)C(=O)OC(C)(C)C)=O)C=CC(=C1)O